3,5-difluoropentylbenzene FC(CCC1=CC=CC=C1)CCF